(2R,3R,11bR)-3-(tert-butoxy)-10-methoxy-9-((1-methylpyrrolidin-3-yl)oxy)-1,3,4,6,7,11b-hexahydro-2H-pyrido[2,1-a]isoquinolin-2-ol C(C)(C)(C)O[C@H]1[C@@H](C[C@H]2N(CCC3=CC(=C(C=C23)OC)OC2CN(CC2)C)C1)O